C(#N)C1=C(N=NC=C1)SC=1C=CC(=C(C(=O)O)C1)F 5-[(4-cyanopyridazin-3-yl)sulfanyl]-2-fluorobenzoic acid